(3S,4R)-(1-(3-(2-chloro-4-fluorophenyl)propyl)-3-((dimethylamino)methyl)-4-hydroxypiperidin-4-yl)benzonitrile ClC1=C(C=CC(=C1)F)CCCN1C[C@@H]([C@@](CC1)(O)C1=C(C#N)C=CC=C1)CN(C)C